COC(=O)C=1C(=CC(=CC1)Br)C1=CC=C(C=C1)C(F)F.C(C)[Si](N1C(C=CC1=O)=O)(CC)CC N-triethylsilyl-maleimide methyl-5-bromo-4'-(difluoromethyl)-[1,1'-biphenyl]-2-carboxylate